(R)-5-(6-(cyclobutylmethyl)-1H-pyrrolo[2,3-b]pyridin-3-yl)-N-(1,1,1-trifluoropropan-2-yl)pyrazolo[1,5-a]pyridine-3-carboxamide C1(CCC1)CC1=CC=C2C(=N1)NC=C2C2=CC=1N(C=C2)N=CC1C(=O)N[C@@H](C(F)(F)F)C